methyl 2-((6-(1,3-dioxolan-2-yl)pyridin-2-yl)(hydroxy)methyl)acrylate O1C(OCC1)C1=CC=CC(=N1)C(C(C(=O)OC)=C)O